(R)-1-(2-chloropyridin-3-yl)ethyl (4-(5-(2,2-dimethylcyclopropane-1-carboxamido)pyridin-2-yl)-1-methyl-1H-1,2,3-triazol-5-yl)carbamate CC1(C(C1)C(=O)NC=1C=CC(=NC1)C=1N=NN(C1NC(O[C@H](C)C=1C(=NC=CC1)Cl)=O)C)C